ClC=1C=C(C=CC1Cl)C1=CC(=C(O1)C)C(=O)NC1=NC(=NS1)CC(C)=O 5-(3,4-Dichlorophenyl)-2-methyl-N-(3-(2-oxopropyl)-1,2,4-thiadiazol-5-yl)furan-3-carboxamide